Cl.Cl.N1=CC=C(C=C1)N1C(=NN=C1C=1SC=CN1)C1CC(C1)N (1r,3r)-3-(4-(pyridin-4-yl)-5-(thiazol-2-yl)-4H-1,2,4-triazol-3-yl)cyclobutan-1-amine dihydrochloride